CNCC=1C(NC(NN1)=O)=O 6-[(methyl-amino)methyl]-4H-1,2,4-triazine-3,5-dione